FC=1C=C(C(=O)O)C=C(C1)OCCOS(=O)(=O)C1=CC=C(C)C=C1 3-fluoro-5-(2-(tosyloxy)ethoxy)benzoic acid